OCCOC=1C=C2CNCC2=CC1 5-(2-hydroxyethoxy)isoindolin